2-methyl-2-(1-methyl-1H-pyrazol-4-yl)cyclopentan-1-one 1,2,3-propanetriyl-trioleate C(C(CCCCCCCCC\C=C/CCCCCCCC(=O)O)CCCCCCCC\C=C/CCCCCCCC(=O)O)CCCCCCCC\C=C/CCCCCCCC(=O)O.CC1(C(CCC1)=O)C=1C=NN(C1)C